N-(1,2-Dimethylpiperidin-4-yl)-N-methyl-5-[4-(1H-pyrazol-4-yl)-1H-indol-7-yl][1,3]thiazolo[5,4-d][1,3]thiazol-2-amin Trifluoroacetat FC(C(=O)O)(F)F.CN1C(CC(CC1)N(C=1SC=2N=C(SC2N1)C=1C=CC(=C2C=CNC12)C=1C=NNC1)C)C